methyl (R)-3-(methoxymethyl)-4-(tetrahydro-2H-pyran-4-carbonyl)-2,3,4,5-tetrahydrobenzo[f][1,4]oxazepine-8-carboxylate COC[C@@H]1COC2=C(CN1C(=O)C1CCOCC1)C=CC(=C2)C(=O)OC